NC[C@H]1NC([C@@H](SCC1)C1=CC=C(C=C1)Br)=O (2S,5S)-5-(aminomethyl)-2-(4-bromophenyl)-1,4-thiazepan-3-one